COC1=C(C=C(C=C1)C)[C@]1([C@H](C1)C1=NC(=NC=C1)OC)C(=O)NS(=O)(=O)C=1C=2C=CC(=NC2C=CC1)C (1S,2S)-1-(2-methoxy-5-methylphenyl)-2-(2-methoxypyrimidin-4-yl)-N-(2-methylquinoline-5-sulfonyl)cyclopropane-1-carboxamide